dihydro-carbazole C1CC=CC=2C3=CC=CC=C3NC12